naphthalene-1,6-dicarboxylate C1(=CC=CC2=CC(=CC=C12)C(=O)[O-])C(=O)[O-]